N-(5-Chloro-1-(2,6-dimethoxyphenyl)-2-(6-ethoxypyridin-2-yl)-1H-imidazo[4,5-b]pyrazin-6-yl)-1-(4-fluorophenyl)methansulfonamid ClC=1N=C2C(=NC1NS(=O)(=O)CC1=CC=C(C=C1)F)N(C(=N2)C2=NC(=CC=C2)OCC)C2=C(C=CC=C2OC)OC